C12(OC3CC(CC(C1)C3)C2)CO 2-oxatricyclo[3.3.1.13,7]dec-1-ylmethanol